tert-butyl ((6-bromo-1-oxo-1,2-dihydroisoquinolin-4-yl)methyl)carbamate BrC=1C=C2C(=CNC(C2=CC1)=O)CNC(OC(C)(C)C)=O